N[C@](CO)(CC(C)C)C (S)-2-amino-2,4-Dimethylpentan-1-ol